C1CC12NCCCN2 4,8-diazaspiro[2.5]octane